3-styrenesulfonic acid sodium salt [Na+].C=CC1=CC(=CC=C1)S(=O)(=O)[O-]